4,4'-Methylenbis(2,6-Di-tert-butylphenol) C(C1=CC(=C(C(=C1)C(C)(C)C)O)C(C)(C)C)C1=CC(=C(C(=C1)C(C)(C)C)O)C(C)(C)C